ClC=1C=NC(=C2C(C=C(N(C12)C1=C(C=C(C=C1Cl)F)Cl)C)=O)CCCS(=O)(=O)C 8-chloro-1-(2,6-dichloro-4-fluorophenyl)-2-methyl-5-(3-(methylsulfonyl)propyl)-1,6-naphthyridin-4(1H)-one